5-fluoro-6-(4-(1-methyl-2,3-dioxo-7-vinyl-2,3-dihydropyrido[2,3-b]pyrazin-4(1H)-yl)piperidin-1-yl)nicotinonitrile FC=1C(=NC=C(C#N)C1)N1CCC(CC1)N1C2=C(N(C(C1=O)=O)C)C=C(C=N2)C=C